4-(7-((R)-3-aminopiperidin-1-yl)-3-(2-fluoro-4-((S)-3-methoxypyrrolidin-1-yl)phenyl)-3H-imidazo[4,5-b]pyridin-2-yl)-2-fluorobenzonitrile N[C@H]1CN(CCC1)C1=C2C(=NC=C1)N(C(=N2)C2=CC(=C(C#N)C=C2)F)C2=C(C=C(C=C2)N2C[C@H](CC2)OC)F